N1(CCNCC1)C(=O)OC=1C(=C2C(N(C(C2=C(C1)F)=O)C1C(NC(CC1)=O)=O)=O)C(C)(C)C tert-butyl-[2-(2,6-dioxopiperidin-3-yl)-7-fluoro-1,3-dioxo-2,3-dihydro-1H-isoindol-5-yl] piperazine-1-carboxylate